2-Phenoxyhexaethyleneglycol methacrylat C(C(=C)C)(=O)O.O(C1=CC=CC=C1)C(CO)OCCOCCOCCOCCOCCO